COC1=CC=C(CC2=CC=C(C=N2)CC2=CC=CC3=C2C(NC2=C(O3)C=CC(=C2)C(=O)N)=O)C=C1 ((6-(4-methoxybenzyl)pyridin-3-yl)methyl)-11-oxo-10,11-dihydrodibenzo[b,f][1,4]oxazepine-8-carboxamide